ClC=1C=C(C=CC1)NC=1N(C2=NC(=NC=C2N1)NC1(CCOCC1)C)C1CCC(CC1)CNC N8-(3-chlorophenyl)-9-((1s,4s)-4-((methylamino)methyl)cyclohexyl)-N2-(4-methyltetrahydro-2H-pyran-4-yl)-9H-purine-2,8-diamine